calcium L-gluconate O=C([C@@H](O)[C@H](O)[C@@H](O)[C@@H](O)CO)[O-].[Ca+2].O=C([C@@H](O)[C@H](O)[C@@H](O)[C@@H](O)CO)[O-]